(S)-1-((3-(difluoromethyl)-5-(2-methylpyrimidin-4-yl)pyridin-2-yl)oxy)-2,4-dimethylpentan-2-amine FC(C=1C(=NC=C(C1)C1=NC(=NC=C1)C)OC[C@](CC(C)C)(N)C)F